C(C)(C)(C)OC(C(CCC(NCCNCCOCCOCCOCCNC(=O)OC(C)(C)C)=O)N1CCN(CCN(CCN(CC1)CC(OC(C)(C)C)=O)CC(OC(C)(C)C)=O)CC(=O)OC(C)(C)C)=O tert-butyl-4-({1-[(tert-butoxycarbonyl)amino]-3,6,9-trioxa-12-azatetradecan-14-yl}carbamoyl)-2-{4,7,10-tris[2-(tert-butoxy)-2-oxoethyl]-1,4,7,10-tetraazacyclododecan-1-yl}butanoate